C1CCCCCC(=O)NCCCCC1 ω-laurolactam